BrC1=C(C=C2C(=NC(=NC2=C1F)S(=O)(=O)C)N1[C@H](CN(CC1)C(=O)OC(C)(C)C)C)Cl (S)-tert-butyl 4-(7-bromo-6-chloro-8-fluoro-2-(methylsulfonyl) quinazolin-4-yl)-3-methylpiperazine-1-carboxylate